O1C(=NC2=C1C=CC=C2)C2CCN(CC2)C2=C(C(N(C1=CC(=CC=C21)C(F)(F)F)C)=O)C(=O)N 4-[4-(1,3-benzoxazol-2-yl)piperidin-1-yl]-1-methyl-2-oxo-7-(trifluoromethyl)-1,2-dihydroquinoline-3-carboxamide